4-(N-(3-(tert-butyl)-5-cyclopropylbenzyl)-2-(N-(2-chloro-6-fluorobenzyl)-(2,3,4,5,6-pentafluorophenyl)sulfonamido)acetamido)-3-cyclopropoxybenzoic acid C(C)(C)(C)C=1C=C(CN(C(CN(S(=O)(=O)C2=C(C(=C(C(=C2F)F)F)F)F)CC2=C(C=CC=C2F)Cl)=O)C2=C(C=C(C(=O)O)C=C2)OC2CC2)C=C(C1)C1CC1